2-{[5-(difluoromethyl)thiophen-2-yl]sulfonyl}-1-(1,3-dihydro-2H-isoindol-2-yl)ethanone FC(C1=CC=C(S1)S(=O)(=O)CC(=O)N1CC2=CC=CC=C2C1)F